(S)-5-decyl-N-(pyrrolidin-3-yl)benzo[d]oxazol-2-amine hydrochloride Cl.C(CCCCCCCCC)C=1C=CC2=C(N=C(O2)N[C@@H]2CNCC2)C1